(R)-benzyl 2-oxo-1,3,7-triazaspiro[4.5]decane-7-carboxylate O=C1N[C@]2(CN1)CN(CCC2)C(=O)OCC2=CC=CC=C2